methyl N-[4-carbamoyl-1-[4-(cyanomethyl)-1-[[4-(2-ethylthiazol-4-yl)phenyl]methyl]-3-fluoro-4-piperidyl]pyrazol-3-yl]carbamate C(N)(=O)C=1C(=NN(C1)C1(C(CN(CC1)CC1=CC=C(C=C1)C=1N=C(SC1)CC)F)CC#N)NC(OC)=O